3,6-dimethyl-5-nitro-1-(prop-2-yn-1-yl)pyrimidine-2,4(1H,3H)-dione CN1C(N(C(=C(C1=O)[N+](=O)[O-])C)CC#C)=O